C[C@H]1N(C[C@@H](NC1)C1=CC=CC=C1)C(=O)OC(C)(C)C tert-butyl (2R,5S)-2-methyl-5-phenyl-piperazine-1-carboxylate